FC1=C(C=CC=C1)N1C[C@@H](CCC1)NC1=NC=NC(=C1)N1CCOCC1 (R)-N-(1-(2-Fluorophenyl)piperidin-3-yl)-6-morpholinopyrimidin-4-amine